tert-butyl-2-[2-chloro-6-cyano-4-[1-methyl-1-[4-[(2-methylsulfanylpyrimidin-4-yl)methoxy]phenyl]ethyl]phenoxy]acetate C(C)(C)(C)OC(COC1=C(C=C(C=C1C#N)C(C)(C1=CC=C(C=C1)OCC1=NC(=NC=C1)SC)C)Cl)=O